C(=C)C1=C(C=2CC3=CC=CC=C3C2C=C1)CC1=CC=CC=C1 vinyl-benzyl-fluorene